lauroyl iminodipropionate N(CCC(=O)[O-])CCC(=O)OC(CCCCCCCCCCC)=O